(R)-3-((8-(trifluoromethyl)quinolin-4-yl)amino)pyrrolidine-1-carboxylic acid tert-butyl ester C(C)(C)(C)OC(=O)N1C[C@@H](CC1)NC1=CC=NC2=C(C=CC=C12)C(F)(F)F